FC=1C=C2C(=C(/C(/C2=CC1)=C/C1=CC=C(C=C1)N1CCCC1)C)CC(=O)NO 2-[(1Z)-5-fluoro-2-methyl-1-{[4-(pyrrolidin-1-yl)phenyl]methylidene}-1H-inden-3-yl]-N-hydroxyacetamide